2-(2-(2-azidoethoxy)ethoxy)ethane-1-ol N(=[N+]=[N-])CCOCCOCCO